2-({4-[(2R)-2-(4-cyanophenyl)-2,3-dihydro-1,4-benzodioxin-5-yl]piperidin-1-yl}methyl)-4-fluoro-1-{[(2S)-oxetan-2-yl]methyl}-1H-1,3-benzodiazole-6-carboxylic acid C(#N)C1=CC=C(C=C1)[C@@H]1COC2=C(O1)C=CC=C2C2CCN(CC2)CC2=NC1=C(N2C[C@H]2OCC2)C=C(C=C1F)C(=O)O